CN1C(=NC=C1)C1=CC2=C(N=C(O2)C2=CC(=NC=C2)C=O)C=C1 (4-(6-(1-methyl-1H-imidazol-2-yl)benzo[d]oxazol-2-yl)pyridin-2-yl)methanone